N1=C(N=CC=C1)OC1=CC=C(C=C1)C=1C[C@H]2[C@H](CN(C2)C(=O)OC(C)(C)C)C1 tert-Butyl (3aS,6aR)-5-(4-(pyrimidin-2-yloxy)phenyl)-3,3a,4,6a-tetrahydrocyclopenta[c]pyrrole-2(1H)-carboxylate